2-fluoro-3-(trifluoromethyl)-benzoic acid methyl ester COC(C1=C(C(=CC=C1)C(F)(F)F)F)=O